FC1(CCCC1)CC=1OC(=CN1)C=1C=CC(=NC1C1=CC=2N(C=C1)C=CN2)C#N 5-(2-((1-fluorocyclopentyl)methyl)oxazol-5-yl)-6-(imidazo[1,2-a]pyridin-7-yl)picolinonitrile